FCCN1C=C(C=2C1=NC=CC2CC2=CC=C(C=C2)C(F)(F)F)C(=O)N[C@@H](C)C2=CC=C(C(=O)O)C=C2 4-[(1S)-1-[[1-(2-fluoroethyl)-4-[[4-(trifluoromethyl)phenyl]methyl]pyrrolo[2,3-b]pyridine-3-carbonyl]amino]ethyl]benzoic acid